2-(2-(1-Propenoyl-1,2,5,6-tetrahydropyridin-3-yl)thiazol-4-yl)-N-(4-(7-methyl-1H-indol-3-yl)-5-(trifluoromethyl)pyrimidin-2-yl)propionamide C(C=C)(=O)N1CC(=CCC1)C=1SC=C(N1)C(C(=O)NC1=NC=C(C(=N1)C1=CNC2=C(C=CC=C12)C)C(F)(F)F)C